FC1=CC(=C(C=C1)C1=CC(=CC=C1)C=1OC2=C(N1)C=C(C=C2C(F)(F)F)C=O)C=2OC=NN2 2-(4'-fluoro-2'-(1,3,4-oxadiazol-2-yl)-[1,1'-biphenyl]-3-yl)-7-(trifluoromethyl)benzo[d]oxazole-5-carbaldehyde